tertbutyl (NZ)-N-[(tert-butoxycarbonylamino)-pyrazol-1-ylmethylene]carbamate C(C)(C)(C)OC(=O)N/C(=N/C(OC(C)(C)C)=O)/N1N=CC=C1